N-(N-para-fluorobenzoyl-L-phenylalanyl)-L-para-fluorophenylalanyl acetate C(C)(=O)OC([C@@H](NC([C@@H](NC(C1=CC=C(C=C1)F)=O)CC1=CC=CC=C1)=O)CC1=CC=C(C=C1)F)=O